N-(quinolin-3-ylmethyl)-N-{4-[5-(trifluoromethyl)-1,2,4-oxadiazol-3-yl]phenyl}amine N1=CC(=CC2=CC=CC=C12)CNC1=CC=C(C=C1)C1=NOC(=N1)C(F)(F)F